CC(C=C)C(CC)C 3,4-Dimethyl-hex-1-en